ClC1=NSC=2C1=NC(=CC2C2=CN=NN2CC)N2C(COCC2)C 4-[3-chloro-7-(1-ethyl-1H-1,2,3-triazol-5-yl)-[1,2]thiazolo[4,5-b]pyridin-5-yl]-3-methylmorpholine